C1CCC2=C(C=3CCCC3C=C12)NC(=O)N(S(=O)(=N)C=1C=NN2C1OCCC(C2)N(C(OC(C)(C)C)=O)C)C(C2=CC=CC=C2)(C2=CC=CC=C2)C2=CC=CC=C2 tert-butyl (3-(N-((1,2,3,5,6,7-hexahydro-s-indacen-4-yl)carbamoyl)-N-tritylsulfamimidoyl)-5,6,7,8-tetrahydropyrazolo[5,1-b][1,3]oxazepin-7-yl)(methyl)carbamate